(R)-N-((1-(6-((4-(tert-butyl)pyridin-2-yl)amino)-3-methylpyridin-2-carbonyl)-5,5-difluoropiperidin-2-yl)methyl)acetamide C(C)(C)(C)C1=CC(=NC=C1)NC1=CC=C(C(=N1)C(=O)N1[C@H](CCC(C1)(F)F)CNC(C)=O)C